ClC1=NN(N=C1)C1=C2C=C(NC2=C(C=C1C(F)(F)F)F)S(=O)(=O)N1[C@@H](CCC1)C(F)(F)F (S)-4-(4-chloro-2H-1,2,3-triazol-2-yl)-7-fluoro-5-(trifluoromethyl)-2-((2-(trifluoromethyl)pyrrolidin-1-yl)sulfonyl)-1H-indole